2-(decyldisulfaneyl)ethyl acrylate C(C=C)(=O)OCCSSCCCCCCCCCC